C(C1=CC=CC=C1)OC(=O)N(C1C[C@H](N(C1)C(=O)OC(C)(C)C)C)C tert-butyl (2R)-4-[benzyloxycarbonyl(methyl)amino]-2-methyl-pyrrolidine-1-carboxylate